1-(2,5-DICHLOROPHENYL)-1-TOSYLMETHYL ISOCYANIDE ClC1=C(C=C(C=C1)Cl)C(S(=O)(=O)C1=CC=C(C)C=C1)[N+]#[C-]